C(C)(C)(C)OC(=O)N1CC(C1)NC=1C=CC(=C(C(=O)N[C@@H](C)C2=CC=C(C3=CC=CC=C23)C#CC2CCN(CC2)CCCCC(=O)O)C1)C (S)-5-(4-((4-(1-(5-((1-(tert-butoxycarbonyl)azetidin-3-yl)amino)-2-methylbenzamido)ethyl)naphthalen-1-yl)ethynyl)piperidin-1-yl)pentanoic acid